ClC1=C(C=NN1C(=O)OC(C)(C)C)C1=NC(=CN=C1)C tert-Butyl 5-chloro-4-(6-methylpyrazin-2-yl)-1H-pyrazole-1-carboxylate